BrCC(=O)NC1=CC(=CC=C1)S(N(CC=1C=C2CCCN(C2=CC1)CC)C1CCCC1)(=O)=O 2-Bromo-N-(3-(N-cyclopentyl-N-((1-ethyl-1,2,3,4-tetrahydroquinolin-6-yl)methyl)-sulfamoyl)phenyl)acetamide